1-(2-methyl-4-(1-methyl-1H-pyrazol-4-yl)-5-(5-(4-methylpiperazin-1-yl)-1H-benzo[d]imidazol-2-yl)-1H-pyrrol-3-yl)ethan-1-one CC=1NC(=C(C1C(C)=O)C=1C=NN(C1)C)C1=NC2=C(N1)C=CC(=C2)N2CCN(CC2)C